(2R)-N-(2,6-difluoro-4-hydroxybenzyl)-5-((Z)-2-(ethylcarbamoyl)guanidino)-2-(2-(isoindolin-2-yl)-2-phenylacetamido)pentanamide FC1=C(CNC([C@@H](CCCN\C(=N/C(NCC)=O)\N)NC(C(C2=CC=CC=C2)N2CC3=CC=CC=C3C2)=O)=O)C(=CC(=C1)O)F